C(C)N1N=C(C2=C1C(NCC1(CCOCC1)C2)=O)C[C@H](COC(=O)C=2N=C(OC2)C)C 2-Methyl-oxazole-4-carboxylic acid [(2R)-3-(1-ethyl-8-oxo-spiro[6,7-dihydro-4H-pyrazolo[3,4-c]azepin-5,4'-tetrahydropyran]-3-yl)-2-methyl-propyl] ester